ClC1=C(C=CC=C1)C=1OC2=C(C(C1)=O)C(=CC(=C2[C@@H]2[C@@H](CN(CC2)C)O)OC(N(C[C@H]2NCCCC2)C)=O)O Methyl-{[(2S)-piperidin-2-yl]methyl}carbamic acid 2-(2-chlorophenyl)-5-hydroxy-8-[(3S,4R)-3-hydroxy-1-methylpiperidin-4-yl]-4-oxo-4H-1-benzopyran-7-yl ester